5-(3-(3-cyclopropyl-1H-pyrazol-5-yl)-2-fluoro-6-hydroxyphenyl)isothiazol-3(2H)-one 1,1-dioxide C1(CC1)C1=NNC(=C1)C=1C(=C(C(=CC1)O)C1=CC(NS1(=O)=O)=O)F